TRICYANOHEXANE C(#N)C(CCCCC)(C#N)C#N